(6-(4-(1,4-diazacycloheptan-1-yl)phenyl)-4,7-dichloro-2H-indazol-2-yl)-2-((R)-6-fluoro-6,7-dihydro-5H-pyrrolo[1,2-c]imidazol-1-yl)-N-(thiazol-2-yl)acetamide N1(CCNCCC1)C1=CC=C(C=C1)C=1C=C(C2=CN(N=C2C1Cl)C(C(=O)NC=1SC=CN1)C1=C2N(C=N1)C[C@@H](C2)F)Cl